S1C(=NC=C1)CNC(=O)N 1-[(1,3-thiazol-2-yl)methyl]urea